BrC1=CC=C(C(=C1)NC[C@@H](C)OCC)N (R)-5-bromo-N1-(2-ethoxypropyl)benzene-1,2-diamine